4-methyl-N-(1-(oxetan-3-yl)piperidin-3-yl)picolinamide CC1=CC(=NC=C1)C(=O)NC1CN(CCC1)C1COC1